CC1CN(CCC1=O)C(=O)OCCCC butyl 3-methyl-4-oxopiperidine-1-carboxylate